pentanoic acid (n-pentanoate) C(CCCC)(=O)O.C(CCCC)(=O)O